CN(C1=C(C=CC(=C1F)F)[C@H]1[C@@H](O[C@]([C@H]1C)(C(F)(F)F)C)C(=O)OCC)C ethyl (2R,3S,4S,5R)-3-(2-(dimethylamino)-3,4-difluorophenyl)-4,5-dimethyl-5-(trifluoromethyl)tetrahydrofuran-2-carboxylate